tert-butyl (4-methylpiperidin-4-yl)carbamate CC1(CCNCC1)NC(OC(C)(C)C)=O